FC=1C=CC(=NC1)C(CO)OC=1C=2N(C=C(C1)C=1N=NN(C1C)C1CC3(C1)CCN(CC3)C(C=C)=O)N=CC2C#N 4-[1-(5-fluoro-2-pyridyl)-2-hydroxy-ethoxy]-6-[5-methyl-1-(7-prop-2-enoyl-7-azaspiro[3.5]nonan-2-yl)triazol-4-yl]pyrazolo[1,5-a]pyridine-3-carbonitrile